(1S,2S)-trans-2-(4-(tert-butyl)phenoxy)cyclohexane C(C)(C)(C)C1=CC=C(OC2CCCCC2)C=C1